COC([C@@H](NC([C@@H](NC(C)=O)CCCCNC(=O)OC(C)(C)C)=O)CSC)=O N-(N2-acetyl-N6-(t-butoxycarbonyl)-L-lysyl)-S-methyl-L-cysteine methyl ester